C1(=CC(=CC=C1)C(=O)N)C(=O)N Benzene-1,3-dicarboxamide